1-[9-(4-aminophenyl)-3,9-diazaspiro[5.5]undecan-3-yl]-2,2,2-trifluoro-ethanone NC1=CC=C(C=C1)N1CCC2(CCN(CC2)C(C(F)(F)F)=O)CC1